6-chloro-1-(2,6-diethylphenyl)-7-(3-hydroxy-1-piperidinyl)-4-((2S)-2-methyl-4-(2-propenoyl)-1-piperazinyl)pyrido[2,3-d]pyrimidin-2(1H)-one ClC1=CC2=C(N(C(N=C2N2[C@H](CN(CC2)C(C=C)=O)C)=O)C2=C(C=CC=C2CC)CC)N=C1N1CC(CCC1)O